BrCC1=CC=C(C=C1)C=1N=C(N(C1)C)C(F)(F)F 4-(4-(bromomethyl)phenyl)-1-methyl-2-(trifluoromethyl)-1H-imidazole